N[C@@H](CC(C)C)C(=O)NCC(=O)NCC(=O)O L-leucyl-glycyl-glycine